5-[(2s,6r)-2-[[6-(3-aminoazetidin-1-yl)spiro[1H-isobenzofuran-3,3'-azetidin]-1'-yl]methyl]-6-methyl-morpholin-4-yl]-2-deutero-quinoline-8-carbonitrile NC1CN(C1)C1=CC=C2C(=C1)COC21CN(C1)C[C@H]1CN(C[C@H](O1)C)C1=C2C=CC(=NC2=C(C=C1)C#N)[2H]